allyl-allyldipropylammonium hydroxide [OH-].C(C=C)[N+](CCC)(CCC)CC=C